3-(3-phenylpropyl)-5-[(2S,4R)-1-cyclohexylsulfonyl-4-hydroxypyrrolidin-2-yl]-1,2,4-oxadiazole C1(=CC=CC=C1)CCCC1=NOC(=N1)[C@H]1N(C[C@@H](C1)O)S(=O)(=O)C1CCCCC1